C(C)(C)(C)OC(=O)N1CC(C=2C3=C(C(NC2C1)=O)C=C(C=C3)F)=O tert-Butyl-8-fluoro-1,6-dioxo-1,4,5,6-tetrahydrobenzo[c][1,7]naphthyridine-3(2H)-carboxylate